4-{7-[(2S)-2-amino-3-(3-chloro-4-hydroxyphenyl)propanamido]-5-azaspiro[2.4]heptane-5-carbonyl}-N,2-dimethylbenzamide N[C@H](C(=O)NC1CN(CC12CC2)C(=O)C2=CC(=C(C(=O)NC)C=C2)C)CC2=CC(=C(C=C2)O)Cl